1-(3-aminopyridin-2-yl)-N-(3-bromo-5-methanesulfonamidophenyl)-1H-pyrazole-4-carboxamide NC=1C(=NC=CC1)N1N=CC(=C1)C(=O)NC1=CC(=CC(=C1)NS(=O)(=O)C)Br